11-Azido-3,6,9-trioxaundecane-1-amine N(=[N+]=[N-])CCOCCOCCOCCN